C(CCC)[Sn](OCCC)(OCCC)CCCC dibutyl-dipropoxytin